OC(CNC(C(=O)O)(CC)NCC(CCCCCCCC)O)CCCCCCCC bis(2-hydroxydecylamino)butanoic acid